C(=O)[C@H]1N(CCCC1)C(=O)OC(C)(C)C (S)-tert-butyl 2-formylpiperidine-1-carboxylate